C(C)C1=C(C(=NO1)C=1N=NC(=CC1)C)CO [5-ethyl-3-(6-methylpyridazin-3-yl)isoxazol-4-Yl]methanol